IC=1C=2N(C(=NC1)N1CCC3([C@H]([C@@H](C(C3)=O)C)N)CC1)C=CN2 (3S,4S)-8-(8-iodoimidazo[1,2-c]pyrimidin-5-yl)-3-methyl-2-oxo-8-azaspiro[4.5]decan-4-amine